4-[4-(3,4-difluorophenyl)-8-hydroxy-3-tetrahydropyran-4-yl-1-isoquinolinyl]benzoic acid FC=1C=C(C=CC1F)C1=C(N=C(C2=C(C=CC=C12)O)C1=CC=C(C(=O)O)C=C1)C1CCOCC1